FC(CN1N=C(C(=C1)C1=CN=C2N1C=CN=C2NC2=CC(=C(C(=O)NCC(N[C@@H]1CNCC1)=O)C=C2)CC)C(F)(F)F)F 4-[[3-[1-(2,2-difluoroethyl)-3-(trifluoromethyl)pyrazol-4-yl]imidazo[1,2-a]pyrazin-8-yl]amino]-2-ethyl-N-[2-oxo-2-[[(3S)-pyrrolidin-3-yl]amino]ethyl]benzamide